C(C=C)N(CC=C)CC(CN(CCC#N)CCC#N)O 1-(N,N-diallyl-amino)-3-(N',N'-di(2-cyanoethyl)amino)-2-propanol